tert-Butyl ((4-methyl-2-(((1S*,2S*)-2-vinylcyclopentyl)oxy)phenyl)sulfonyl)-L-prolinate CC1=CC(=C(C=C1)S(=O)(=O)N1[C@@H](CCC1)C(=O)OC(C)(C)C)O[C@@H]1[C@@H](CCC1)C=C |o1:23,24|